5-[4-amino-5-(trifluoromethyl)pyrrolo[2,1-f][1,2,4]triazin-7-yl]-N-{4-fluoro-1-[(pyridin-4-yl)methyl]pyrrolidin-3-yl}-2-methoxypyridine-3-carboxamide NC1=NC=NN2C1=C(C=C2C=2C=C(C(=NC2)OC)C(=O)NC2CN(CC2F)CC2=CC=NC=C2)C(F)(F)F